4-((R)-1-(((R)-((R)-1-methyl-7-(1-methyl-1H-pyrazol-4-yl)-2-oxo-2,3-dihydro-1H-pyrido[2,3-b][1,4]oxazin-3-yl)(phenyl)methyl)amino)propan-2-yl)benzonitrile CN1C2=C(O[C@@H](C1=O)[C@@H](C1=CC=CC=C1)NC[C@H](C)C1=CC=C(C#N)C=C1)N=CC(=C2)C=2C=NN(C2)C